5-chloro-8-(4-(trifluoromethyl)phenyl)pyrido[3,4-b]pyrazine ClC1=NC=C(C=2C1=NC=CN2)C2=CC=C(C=C2)C(F)(F)F